[Si](C)(C)(C(C)(C)C)OC1CN(C1)C1=NC=C(C=C1C=O)C(F)(F)F 2-[3-[tert-Butyl(dimethyl)silyl]oxyazetidin-1-yl]-5-(trifluoromethyl)pyridine-3-carbaldehyde